2-(4-cyclopropylphenyl)-8-oxo-2,3,4,5a,6,7,8,9-octahydro-5H-1,2,5,7-tetraazabenzo[cd]azulene-5-carboxylate C1(CC1)C1=CC=C(C=C1)N1N=C2CC(NCC3C2=C1CCN3C(=O)[O-])=O